CN(C1=CC2=C(N=C(S2)C2=CC=C(C=C2)C=2C=CC(=NC2)N(C([O-])=O)CCOCCOCCOCCOCCOCCI)C=C1)C N-[5-[4-[6-(dimethylamino)-1,3-benzothiazol-2-yl]phenyl]pyridin-2-yl]-N-[2-[2-[2-[2-[2-(2-iodoethoxy)ethoxy]ethoxy]ethoxy]ethoxy]ethyl]carbamate